BrC1=C(C(=C(C=C1)N1N=C(C=2CN(CCC21)C(=O)OC(C)(C)C)C(=O)OCC)[N+](=O)[O-])F 5-(tert-butyl) 3-ethyl 1-(4-bromo-3-fluoro-2-nitrophenyl)-1,4,6,7-tetrahydro-5H-pyrazolo[4,3-c]pyridine-3,5-dicarboxylate